C1(CC1)COC=1C=C(C=C(C1)S(=O)(=O)C)NC1=C(C=NC(=C1)NC(C)=O)C1=NC=C(C=C1)N1C[C@@H](O[C@@H](C1)C)C N-(4'-((3-(cyclopropylmethoxy)-5-(methylsulfonyl)phenyl)amino)-5-((cis)-2,6-dimethylmorpholino)-[2,3'-bipyridin]-6'-yl)acetamide